N-methyl-2-imidazolesulfonamide CNS(=O)(=O)C=1NC=CN1